2-methyl-N-(2-methyl-4-(N-(1-(tetrahydro-2H-pyran-4-yl)ethyl)sulfamoyl)phenyl)benzamide CC1=C(C(=O)NC2=C(C=C(C=C2)S(NC(C)C2CCOCC2)(=O)=O)C)C=CC=C1